F[P-](F)(F)(F)(F)F.N1(N=NC2=C1C=CC=C2)O[P+](N(C)C)(N(C)C)N(C)C 1H-benzotriazol-1-yloxy-tris(dimethylamino)phosphonium hexafluorophosphate